CC(CCCCCCCCCCC)(C(CCCl)[Si](OCC)(OCC)OCC)C dimethyldodecyl-[3-(triethoxysilyl)propyl] chloride